ClC1=CC=CC=2C(=C(OC21)C)CCNC2=CC(=NC=N2)C2=CC(=CS2)OCC 5-{6-[2-(7-Chloro-2-methyl-benzofuran-3-yl)-ethylamino]-pyrimidin-4-yl}-3-ethoxy-thiophen